2'-Hydroxy-4'-(quinolizidin-1-ylmethyl-oxy)chalcone OC1=C(C(/C=C/C2=CC=CC=C2)=O)C=CC(=C1)OCC1CCCN2CCCCC12